ClC1=C(C#N)C=C(C=N1)Cl 2,5-dichloronicotinonitrile